E-Erucamide C(CCCCCCCCCCC\C=C\CCCCCCCC)(=O)N